C(N)(=O)C1=NN(C2=CC=C(C=C12)C=1C=NC(=CC1)F)CC(=O)O 2-(3-carbamoyl-5-(6-fluoropyridin-3-yl)-1H-indazol-1-yl)acetic acid